5-chloro-2-((N-chloroacetyl-N-chloroacetyl-hydrazomethyl)amino)benzophenone ClC=1C=CC(=C(C(=O)C2=CC=CC=C2)C1)NCNN(C(CCl)=O)C(CCl)=O